BrC=1C=C2C(=NN(C2=CC1)C)CC(C)O (5-bromo-1-methyl-1H-indazol-3-yl)propan-2-ol